trimethylammonium tetra(tolyl)borate C1(=C(C=CC=C1)[B-](C1=C(C=CC=C1)C)(C1=C(C=CC=C1)C)C1=C(C=CC=C1)C)C.C[NH+](C)C